5-(2-amino-[1,2,4]triazolo[1,5-a]pyridin-7-yl)-N-(3,5-difluoro-2-isopropoxybenzyl)-2-methoxynicotinamide NC1=NN2C(C=C(C=C2)C=2C=NC(=C(C(=O)NCC3=C(C(=CC(=C3)F)F)OC(C)C)C2)OC)=N1